FCC1(CC(=CC(=C1)CF)CF)B(OC)OC dimethyl 1,3,5-trifluoromethylphenylboronate